2-(1,1-dioxo-3-((thiazol-2-ylmethyl)amino)-4H-benzo[e][1,2,4]thiadiazin-5-yl)-6-fluorobenzonitrile O=S1(N=C(NC2=C1C=CC=C2C2=C(C#N)C(=CC=C2)F)NCC=2SC=CN2)=O